N,N'-Bis(3-methylphenyl)-N,N'-diphenyl-benzidine 2-methyl-1-vinylcyclohexyl-acetate CC1C(CCCC1)(C=C)CC(=O)O.CC=1C=C(C=CC1)N(C1=CC=C(C=C1)C1=CC=C(N(C2=CC=CC=C2)C2=CC(=CC=C2)C)C=C1)C1=CC=CC=C1